(2S)-2-(diisopropylcarbamoylamino)-4-[[(2R)-tetrahydrofuran-2-yl]methyl-[4-(5,6,7,8-tetrahydro-1,8-naphthyridin-2-yl)butyl]amino]butanoic acid C(C)(C)N(C(=O)N[C@H](C(=O)O)CCN(CCCCC1=NC=2NCCCC2C=C1)C[C@@H]1OCCC1)C(C)C